C(C(C)C)NC1CCN(CC1)C1=C(N=C(S1)C1=NNC(=C1C(C)C)C=1C=C(C=2N(C1)N=CN2)OC)C N-isobutyl-1-(2-(4-isopropyl-5-(8-methoxy-[1,2,4]triazolo[1,5-a]pyridin-6-yl)-1H-pyrazol-3-yl)-4-methylthiazol-5-yl)piperidin-4-amine